[C@H](C)(CC)OC1=CC=2N(C=C1C(=O)O)C=C(N2)C21COC(C2)(C1)C (S)-7-(sec-Butoxy)-2-(1-methyl-2-oxabicyclo[2.1.1]hexan-4-yl)imidazo[1,2-a]pyridine-6-carboxylic acid